N-(6-acetylbenzo[d][1,3]dioxol-5-yl)-2-(4-aminopiperidin-1-yl)acetamide dihydrochloride Cl.Cl.C(C)(=O)C=1C(=CC2=C(OCO2)C1)NC(CN1CCC(CC1)N)=O